ClC=1C=C(C=2N(N1)C=CN2)[C@@H]2[C@H](C2)C2=NC=C(C=N2)C(F)(F)F 6-chloro-8-((1S,2S)-2-(5-(trifluoromethyl)pyrimidin-2-yl)cyclopropyl)imidazo[1,2-b]pyridazine